2-tert-butyl-isoindoline-1,3-dione C(C)(C)(C)N1C(C2=CC=CC=C2C1=O)=O